CN1N=CC(=C1C1=CC(=NC2=C(N=CC=C12)C1=CC=NN1C1OCCCC1)N1[C@@H](COCC1)C)C 4-(1,4-dimethyl-1H-pyrazol-5-yl)-2-[(3R)-3-methylmorpholin-4-yl]-8-[1-(tetrahydro-2H-pyran-2-yl)-1H-pyrazol-5-yl]-1,7-naphthyridine